(S)-4-(4-{[imino(methyl)oxo-λ6-sulfanyl]methyl}piperidin-1-yl)-8-methoxyquinoline-3-carbonitrile N=[S@](=O)(C)CC1CCN(CC1)C1=C(C=NC2=C(C=CC=C12)OC)C#N